3-(tert-butyl)-N-(8-(2-(cyclopropanecarboxamido)pyridin-4-yl)-2-(2,2,2-trifluoroethyl)-2,3,4,5-tetrahydro-1H-benzo[c]azepin-5-yl)-1,2,4-oxadiazole-5-carboxamide C(C)(C)(C)C1=NOC(=N1)C(=O)NC1C2=C(CN(CC1)CC(F)(F)F)C=C(C=C2)C2=CC(=NC=C2)NC(=O)C2CC2